C(C)(C)(C)OC(=O)N1C[C@@H](CC1)OC1=CC=C(C=C1)C=1C=C2C(N(CC2=C(C1)F)C(C(=O)OCC)C1=C2N(C=N1)CCC2)=O (3R)-3-[4-[2-[1-(6,7-dihydro-5H-pyrrolo[1,2-c]imidazol-1-yl)-2-ethoxy-2-oxo-ethyl]-7-fluoro-3-oxo-isoindolin-5-yl]phenoxy]pyrrolidine-1-carboxylic acid tert-butyl ester